6-bromo-N'-[4-[tert-butyl(dimethyl)silyl]oxy-2-ethyl-5-fluoro-phenyl]-4-chloropyrrolo-[1,2-b]pyridazine-3-carboxamidine BrC=1C=C2N(N=CC(=C2Cl)C(=NC2=C(C=C(C(=C2)F)O[Si](C)(C)C(C)(C)C)CC)N)C1